[2-(2,6-dioxopiperidin-3-yl)-4-methoxy-3-oxo-2,3-dihydro-1H-isoindol-5-yl]methyl N-[4-(4-fluoro-2-methylphenoxy)-2-methylphenyl]carbamate FC1=CC(=C(OC2=CC(=C(C=C2)NC(OCC=2C(=C3C(N(CC3=CC2)C2C(NC(CC2)=O)=O)=O)OC)=O)C)C=C1)C